BrC=1C=C(C=C(C1)[N+](=O)[O-])NC1=NC(=NC=C1Cl)NC=1C=NN(C1)C N4-(3-bromo-5-nitrophenyl)-5-chloro-N2-(1-methyl-1H-pyrazol-4-yl)pyrimidine-2,4-diamine